2,2-Difluoro-1-[3-hydroxy-2-(5H-imidazo[1,5-b]isoindol-5-yl)-7-azaspiro[3.5]nonan-7-yl]ethanon FC(C(=O)N1CCC2(C(C(C2)C2N3C(C=4C=CC=CC24)=CN=C3)O)CC1)F